CC1=C(C=CC=C1C(NC=1N=NC(=CC1)C)=O)NCCCCCCCNC(OC(C)(C)C)=O tert-butyl (7-((2-methyl-3-((6-methylpyridazin-3-yl)carbamoyl)phenyl)amino)heptyl)carbamate